(R)-4-(2-fluoro-5-methoxy-4-nitrophenyl)-3-(hydroxymethyl)piperazine-1-carboxylic acid tert-butyl ester C(C)(C)(C)OC(=O)N1C[C@@H](N(CC1)C1=C(C=C(C(=C1)OC)[N+](=O)[O-])F)CO